ClC1=CC=C(C=C1)C(COC)N1CCNCC1 4-[1-(4-Chlorophenyl)-2-methoxy-ethyl]piperazine